3-(4-isobutylphenyl)propionic acid C(C(C)C)C1=CC=C(C=C1)CCC(=O)O